C(C)(C)(C)C=1C=C(C=C(C1O)C(C)(C)C)CCC(=O)OCC [3-(3,5-di-t-butyl-4-hydroxyphenyl)propionyloxymethyl]methane